5-(4-(1,3-Dioxoisoindolin-2-yl)butoxy)-4-methoxy-2-nitrobenzoic acid methyl ester COC(C1=C(C=C(C(=C1)OCCCCN1C(C2=CC=CC=C2C1=O)=O)OC)[N+](=O)[O-])=O